cis-2-[[[1-[4-[(3-methoxy-4-methyl-phenyl)carbamoyl]cyclohexyl]-2-oxo-3H-benzimidazole-4-carbonyl]amino]methyl]pyrrolidine-1-carboxylic acid tert-butyl ester C(C)(C)(C)OC(=O)N1C(CCC1)CNC(=O)C1=CC=CC=2N(C(NC21)=O)[C@@H]2CC[C@@H](CC2)C(NC2=CC(=C(C=C2)C)OC)=O